(S or R)-N-((R)-((R)-7-(1-methyl-1H-pyrazol-4-yl)-1,2,3,4-tetrahydropyrido[2,3-b]pyrazin-3-yl)(phenyl)methyl)-2-(6-methylpyridin-3-yl)propan-1-amine CN1N=CC(=C1)C1=CC2=C(N[C@H](CN2)[C@H](NC[C@@H](C)C=2C=NC(=CC2)C)C2=CC=CC=C2)N=C1 |o1:17|